CC1(CCC1)CNCC=1C=CC=2N(C1)C=C(N2)CNC(=O)C=2N=C1N(C(C2)=O)C=CC=C1 N-[[6-[[(1-methylcyclobutyl)methyl-amino]methyl]imidazo[1,2-a]pyridin-2-yl]methyl]-4-oxo-pyrido[1,2-a]pyrimidine-2-carboxamide